tert-butyl (1-((5-((5-hydroxypentyl)carbamoyl)-1-methyl-1H-pyrazol-4-yl)sulfonyl)piperidin-4-yl)carbamate OCCCCCNC(=O)C1=C(C=NN1C)S(=O)(=O)N1CCC(CC1)NC(OC(C)(C)C)=O